3-(4-fluoro-5-(piperazin-1-yl)pyridin-2-yl)piperidine-2,6-dione FC1=CC(=NC=C1N1CCNCC1)C1C(NC(CC1)=O)=O